6-cyano-2-((2-fluoro-4-(trimethylsilyl)phenyl)amino)nicotinic acid methyl ester COC(C1=C(N=C(C=C1)C#N)NC1=C(C=C(C=C1)[Si](C)(C)C)F)=O